N-(4-fluoro-3-methoxyphenyl)-4-methylpiperidin-4-carboximidamide FC1=C(C=C(C=C1)NC(=N)C1(CCNCC1)C)OC